CN(C=CC(=O)C1=C(N(C(S1)=O)CC)C)C 3-(dimethylamino)acryloyl-3-ethyl-4-methylthiazol-2(3H)-one